((2-(2-(difluoromethoxy)-7-methylquinoxalin-5-yl)-4-fluoro-7,8-dihydro-[1,4]dioxino[2',3':3,4]benzo[1,2-d]thiazol-7-yl)methyl)carbamate FC(OC1=NC2=CC(=CC(=C2N=C1)C=1SC2=C(N1)C(=CC1=C2OCC(O1)CNC([O-])=O)F)C)F